C(C1=CC=CC=C1)OC(=O)N1CC(C1)OCC(=C(C)C)C(=O)OCC 3-(2-ethoxycarbonyl-3-methyl-but-2-enyloxy)azetidine-1-carboxylic acid benzyl ester